3-thiocyano-2-(o-tolyl)benzo[b]Thiophene S(C#N)C=1C2=C(SC1C1=C(C=CC=C1)C)C=CC=C2